tri(isopropenyl)antimony di(acrylate) C(C=C)(=O)[O-].C(C=C)(=O)[O-].C(=C)(C)[Sb+2](C(=C)C)C(=C)C